(S)-2-(4-(4-methyl-1-piperazinyl)anilino)-8-anilino-9-(3-piperidinyl)-9H-purine CN1CCN(CC1)C1=CC=C(NC2=NC=C3N=C(N(C3=N2)[C@@H]2CNCCC2)NC2=CC=CC=C2)C=C1